tert-butyl but-3-yn-2-yl(2-hydroxyethyl)carbamate CC(C#C)N(C(OC(C)(C)C)=O)CCO